FC1(CC12CN(CC2)CCSC2=NC1=CC=CC=C1CN2)F 2-((2-(1,1-difluoro-5-azaspiro[2.4]heptan-5-yl)ethyl)thio)-3,4-dihydroquinazoline